tetramethyl-3,4'-biphenyltetracarboxylic acid CC=1C(=C(C=CC1C=1C(=C(C(=C(C1C(=O)O)C(=O)O)C)C(=O)O)C(=O)O)C)C